C(=CC)[C@H]1C([C@@H]1C(=O)OCC1=C(C(=CC(=C1F)F)F)CC)(C)C 2-Ethyl-3,5,6-trifluorobenzyl (1R)-trans-3-(1-propenyl)-2,2-dimethylcyclopropanecarboxylate